FC1(CCC(CC1)OC1=C(C(N(C=C1)C)=O)C1=NC=CC(=C1)C=1OC(=NN1)C(F)F)F 4'-[(4,4-difluorocyclohexyl)oxy]-4-[5-(difluoromethyl)-1,3,4-oxadiazol-2-yl]-1'-methyl[2,3'-bipyridine]-2'(1'H)-one